NC1=NC=C(C=C1OC(C)(C)C=1C=C(C=CC1)NC(C1=C(C=CC(=C1)C)Cl)=O)Cl N-(3-(2-((2-amino-5-chloropyridin-3-yl)oxy)propan-2-yl)phenyl)-2-chloro-5-methylbenzamide